C(C=C)CC[C@H]1CC[C@H]2[C@@H]3CCC4CCCC[C@]4(C)[C@H]3CC[C@]12C allyl-pregnane